N-(3-fluoro-5-methylphenyl)-7-methoxy-2-(tetrahydro-2H-pyran-4-yl)imidazo[1,2-a]pyridine-6-carboxamide FC=1C=C(C=C(C1)C)NC(=O)C=1C(=CC=2N(C1)C=C(N2)C2CCOCC2)OC